3-Amino-3-[(1-hydroxy-1-phenylpropan-2-yl)carbamoyl]propanoic acid NC(CC(=O)O)C(NC(C(C1=CC=CC=C1)O)C)=O